4-(4-amino-3-methylphenyl)piperazine-1-carboxylic acid tert-butyl ester C(C)(C)(C)OC(=O)N1CCN(CC1)C1=CC(=C(C=C1)N)C